C1(CC1)N(C(C1=CC=C(C=C1)CNC1=NC=NC2=C1SC=1N=NC(=C(C12)C)C)=O)C N-cyclopropyl-4-[[(3,4-dimethylpyrimido[4',5':4,5]thieno[2,3-c]pyridazin-8-yl)amino]methyl]-N-methyl-benzamide